C(C)(C)(C)C1=C(O[Al](Cl)Cl)C(=CC=C1)C(C)(C)C 2,6-di-t-butylphenoxyaluminum dichloride